F[B-](F)(F)F.C[N+](=C(ON1N=NC2=C1C=CC=C2)N(C)C)C N,N,N',N'-tetramethyl-(benzotriazol-1-yl)uronium tetrafluoroborate